1-((5-(2-((1-methyl-1H-pyrazolo[3,4-d]pyrimidin-4-yl)thio)acetyl)thiophen-2-yl)methyl)pyrrolidin-2-one CN1N=CC=2C1=NC=NC2SCC(=O)C2=CC=C(S2)CN2C(CCC2)=O